NC1(O)[C@H](O)[C@@H](O)[C@@H](O)[C@H](O1)CO aminogalactopyranose